6-hydroxy-2-iodo-thieno[2,3-b]pyridine-3-carbonitrile OC1=CC=C2C(=N1)SC(=C2C#N)I